BrC1=C(N)C(=CC(=C1)Br)Br 2,4,6-Tribromoaniline